CN1N=C2C(C3(N(C=4C(=NC=CC24)NC2=CC(=NC=C2C(CC([2H])([2H])[2H])=O)NC(=O)C2CC2)C)COC3)=N1 N-(4-((2',5'-dimethyl-2',5'-dihydrospiro[oxetane-3,4'-[1,2,3]triazolo[4,5-c][1,7]naphthyridin]-6'-yl)amino)-5-(propanoyl-3,3,3-d3)pyridin-2-yl)cyclopropanecarboxamide